CC=1N=COC1C(=O)N1CCC2(C(C2)CNC(=O)N2CC=3C=NC=CC3C2)CC1 N-[[6-(4-methyloxazole-5-carbonyl)-6-azaspiro[2.5]octan-2-yl]methyl]-1,3-dihydropyrrolo[3,4-c]pyridine-2-carboxamide